(R)-1-(1-(5-(2-(1-cyanocyclopropyl)-4-fluorophenyl)pyridin-2-yl)-2-hydroxy-ethyl)-3-(2-ethynylthiazol-4-yl)urea C(#N)C1(CC1)C1=C(C=CC(=C1)F)C=1C=CC(=NC1)[C@H](CO)NC(=O)NC=1N=C(SC1)C#C